C(=O)C=1C(=C(C(=O)NC2CCN(CC2)C(=O)OC(C)(C)C)C=CC1)OC tert-butyl 4-(3-formyl-2-methoxybenzamido)piperidine-1-carboxylate